3-(Trans-4-(2-((R)-4-(2,3-dichlorophenyl)-2-methylpiperazin-1-yl)ethyl)cyclohexyl)-1,1-dimethylurea ClC1=C(C=CC=C1Cl)N1C[C@H](N(CC1)CC[C@@H]1CC[C@H](CC1)NC(N(C)C)=O)C